3-sulfamoyl-4-(3-methylphenyl)aminopyridine S(N)(=O)(=O)C=1C=NC=CC1NC1=CC(=CC=C1)C